N-(4-(3-amino-7-(5-(oxetane-3-yl)pyridin-2-yl)-1H-pyrazolo[4,3-c]pyridin-4-yl)benzyl)-5-fluoro-2-methoxybenzamide NC1=NNC2=C1C(=NC=C2C2=NC=C(C=C2)C2COC2)C2=CC=C(CNC(C1=C(C=CC(=C1)F)OC)=O)C=C2